CC=1C=C(C=CC1)N=C1C=CC(C=C1)=NC1=CC(=CC=C1)C bis(3-methylphenyl)-1,4-benzoquinone diimine